CCCCCCCCCCCCCCCCCC(=O)OC[C@H](COP(=O)([O-])OCC[NH3+])O The molecule is a 1-acyl-sn-glycero-3-phosphoethanolamine zwitterion obtained by transfer of a proton from the amino to the phosphate group of 1-stearoyl-sn-glycero-3-phosphoethanolamine. It is a lysophosphatidylethanolamine zwitterion 18:0 and a 1-acyl-sn-glycero-3-phosphoethanolamine zwitterion. It is a tautomer of a 1-stearoyl-sn-glycero-3-phosphoethanolamine.